FC=1C(=C(C=CC1F)C1CCN(CC1)C(=O)C1=NNC=2CN(CCC21)C(C)=O)C(F)(F)F 1-(3-(4-(3,4-difluoro-2-(trifluoromethyl)phenyl)piperidin-1-carbonyl)-1,4,5,7-tetrahydro-6H-pyrazolo[3,4-c]pyridin-6-yl)ethan-1-one